1-[(2,4-difluorophenyl)methyl]-3-[(1,3-dimethyl-2-oxo-2,3-dihydro-1H-1,3-benzodiazol-5-yl)methyl]-1-(1-methylpiperidin-4-yl)urea FC1=C(C=CC(=C1)F)CN(C(=O)NCC1=CC2=C(N(C(N2C)=O)C)C=C1)C1CCN(CC1)C